(7-(4-(4-(benzo[b]thiophen-4-yl)piperazin-1-yl)butoxy)quinolin-2-yloxy)methyl propionate C(CC)(=O)OCOC1=NC2=CC(=CC=C2C=C1)OCCCCN1CCN(CC1)C1=CC=CC=2SC=CC21